BrC=1C=CC2=CC3=C(OC(O3)(C3=CC=CC=C3)C)C=C2C1 7-bromo-2-methyl-2-phenylnaphtho[2,3-d][1,3]dioxolane